O=C(OCC1=CC=CC=C1)NCCOCCOCCOCCOCCC 3-Oxo-1-phenyl-2,7,10,13,16-pentaoxa-4-azanonadecan